NC1=C2C(C3(C(OC4=C3C=CC(=C4)[C@H]4[C@H](C4)C)(C2=CC=C1)O)NC(=O)C=1NC=C(C1C)S(=O)(=O)C)=O N-(1-amino-4b-hydroxy-7-((1R,2S)-2-methylcyclopropyl)-10-oxo-4b,10-dihydro-9bH-indeno[1,2-b]benzofuran-9b-yl)-3-methyl-4-(methylsulfonyl)-1H-pyrrole-2-carboxamide